BrC1=CC=2C(C3=CC=CC=C3N(C2C=C1)CCNC(OC(C)(C)C)=O)(C)C tert-butyl 2-(2-bromo-9,9-dimethylacridin-10(9H)-yl)ethylcarbamate